ClC1=CC=C(C=C1)N1N=C(C=C1)OCC1=C(C=CC=C1)[N+](=O)[O-] 2-[(N-4-chlorophenyl)-1H-pyrazol-3-yloxymethyl]nitrobenzene